N1=C(OC=2C=NC=CC21)C=2C=C(N)C=CC2 3-(oxazolo[5,4-c]pyridin-2-yl)aniline